CC=1N=C(NC1C)CCNCCC=1SC=2N=C(N=C(C2N1)NCC1=NC=CC=C1F)O 2-(2-{[2-(4,5-dimethyl-1H-imidazol-2-yl)ethyl]amino}ethyl)-7-{[(3-fluoropyridin-2-yl)methyl]amino}-[1,3]thiazolo[5,4-d]pyrimidin-5-ol